(S)-8-(4-(bis(4-fluorophenyl)methyl)-2-methylpiperazin-1-yl)-5-methyl-6-oxo-5,6-dihydro-1,5-naphthyridine-2-carbonitrile FC1=CC=C(C=C1)C(N1C[C@@H](N(CC1)C1=CC(N(C=2C=CC(=NC12)C#N)C)=O)C)C1=CC=C(C=C1)F